6-nitroindazole-1-carboxylic acid-2-methylpropane-2-yl ester CC(C)(C)OC(=O)N1N=CC2=CC=C(C=C12)[N+](=O)[O-]